CSCCC/C(=N\\O)/S[C@H]1[C@@H]([C@H]([C@@H]([C@H](O1)CO)O)O)O The molecule is a desulfoglucosinolic acid resulting from the formal condensation of the thiol group of any omega-[(methylsulfanyl)alkyl]thiohydroximic acid with beta-D-glucopyranose.